Fmoc-L-beta-homophenylalanine C(=O)(OCC1C2=CC=CC=C2C2=CC=CC=C12)N[C@@H](CC1=CC=CC=C1)CC(=O)O